quinolinyl ketone N1=C(C=CC2=CC=CC=C12)C(=O)C1=NC2=CC=CC=C2C=C1